2-(2-sulfanylethylthio)propane-1-thiol SCCSC(CS)C